2-Amino-N-[5-[(3-carbamoylcyclobutyl)carbamoyl]-4-fluoro-2-methylphenyl]-1,3-thiazole-5-carboxamide NC=1SC(=CN1)C(=O)NC1=C(C=C(C(=C1)C(NC1CC(C1)C(N)=O)=O)F)C